dihydro-2(3H)-thiophenone S1C(CCC1)=O